4-methyl-N-allyl-N-(1-(5-bromo-2-(p-chlorobenzyloxy)benzyl)-4-piperidyl)benzenesulfonamide CC1=CC=C(C=C1)S(=O)(=O)N(C1CCN(CC1)CC1=C(C=CC(=C1)Br)OCC1=CC=C(C=C1)Cl)CC=C